2,3-dichloro-5-(1,2,3,6-tetrahydropyridin-2-yl)pyridine ClC1=NC=C(C=C1Cl)C1NCC=CC1